boron-lithium oxide [O-2].[Li+].[B+3].[O-2]